N-{(2S,3R)-1-(cyclopropanecarbonyl)-2-[(2,3'-difluoro[1,1'-biphenyl]-3-yl)methyl]-4,4-difluoropyrrolidin-3-yl}ethanesulfonamide C1(CC1)C(=O)N1[C@H]([C@H](C(C1)(F)F)NS(=O)(=O)CC)CC=1C(=C(C=CC1)C1=CC(=CC=C1)F)F